N-(5-cyclopentyl-1H-pyrazol-3-yl)-8,9-dihydro-7H-cyclopenta[3,4]pyrazolo[1,5-a]pyrazin-1-amine C1(CCCC1)C1=CC(=NN1)NC=1C=2N(C=CN1)N=C1C2CCC1